5'-chloro-2'-[5-(methoxycarbonyl)-1H-1,3-benzodiazol-2-yl]-4-{[(1R)-1-phenylbutyl]carbamoyl}-[1,1'-biphenyl]-2-carboxylic acid ClC=1C=CC(=C(C1)C=1C(=CC(=CC1)C(N[C@H](CCC)C1=CC=CC=C1)=O)C(=O)O)C1=NC2=C(N1)C=CC(=C2)C(=O)OC